C(C)(C)N1CCN(CC1)CCN 2-(4-isopropyl-piperazin-1-yl)-ethylamine